NC1=C2C(=NC=N1)N(N=C2C2=CC(=C(C=C2)OC(C)C)F)C(CC)C=2OC1=CC=CC(=C1C(C2C2=CC(=CC=C2)F)=O)F 2-(1-(4-amino-3-(3-fluoro-4-isopropoxyphenyl)-1H-pyrazolo[3,4-d]pyrimidin-1-yl)propyl)-5-fluoro-3-(3-fluorophenyl)-4H-chromen-4-one